(R)-2-(PIPERIDIN-3-YL)ACETIC ACID N1C[C@H](CCC1)CC(=O)O